C(C)(C)(C)OC(=O)N1C[C@H](CC1)NC=1C=NC=C(C1)C=1C=NC(=NC1)NC1=NC(=CC=C1)C (3S)-3-[[5-[2-[(6-methyl-2-pyridinyl)amino]pyrimidin-5-yl]-3-pyridinyl]amino]pyrrolidine-1-carboxylic acid tert-butyl ester